C1=2C=C(C=CC2CC1)C=N[S@](=O)C(C)(C)C (R)-N-(Bicyclo[4.2.0]oct-1(6),2,4-trien-3-ylmethylidene)-2-methylpropane-2-sulfinamide